BrC1=CC=C(C=C1)[C@]12[C@](C3=NC=C(C=C3O1)Cl)([C@@H](C[C@H]2C2=CC=CC=C2)CO)O |r| Rac-(5aR,6S,8S,8aR)-5a-(4-bromophenyl)-3-chloro-8-(hydroxymethyl)-6-phenyl-5a,6,7,8-tetrahydro-8aH-cyclopenta[4,5]furo[3,2-b]pyridin-8a-ol